[(Z)-(1-amino-2-tetrahydropyran-2-yloxy-propylidene)amino] (2S,5'R)-7-chloro-1',4-dimethoxy-5'-methyl-3,3'-dioxospiro[benzofuran-2,6'-cyclohexene]-6-carboxylate ClC1=C(C=C(C=2C([C@@]3([C@@H](CC(C=C3OC)=O)C)OC21)=O)OC)C(=O)O\N=C(\C(C)OC2OCCCC2)/N